ClC=1C=C(C=C(C1OC)OCC)C=1C=C(C=NC1)C=1CB(OC1)O 4-(5-(3-chloro-5-ethoxy-4-methoxyphenyl)pyridin-3-yl)-1,2-oxaborole-2-ol